N-benzyl-6-(1-methylcyclopropoxy)-5-nitropyrimidin-4-amine C(C1=CC=CC=C1)NC1=NC=NC(=C1[N+](=O)[O-])OC1(CC1)C